F[C@H]1[C@H](O[C@H]([C@@H]1O)CO)N1C(N=C(C(=C1)C)NO)=O 1-((2S,3R,4S,5S)-3-fluoro-4-hydroxy-5-(hydroxymethyl)tetrahydrofuran-2-yl)-4-(hydroxyamino)-5-methylpyrimidin-2(1H)-one